FC1=C(N)C(=CC=C1C1OC1)F 2,6-difluoro-3-(oxiran-2-yl)aniline